(S)-3-(1H-indol-3-yl)-2-(4-methylphenyl-sulphonyl)-N-(4-(piperazin-1-yl)phenyl)propanamide N1C=C(C2=CC=CC=C12)C[C@@H](C(=O)NC1=CC=C(C=C1)N1CCNCC1)S(=O)(=O)C1=CC=C(C=C1)C